COC=1C=C2C3=C(N(C2=CC1)CC1=CC=C(C=C1)S(=O)(=O)N)N=CC=C3 4-((6-methoxy-9H-pyrido[2,3-b]indol-9-yl)methyl)benzenesulfonamide